(R)-3-((1-(4-fluorophenyl)ethyl)amino)-1,2,4-triazine 2-oxide FC1=CC=C(C=C1)[C@@H](C)NC=1[N+](=NC=CN1)[O-]